C(C(COP(=O)(O)O)O)O α-Glycerophosphate